C(C1=CC=CC=C1)OC[C@@]1(C=C[C@H](C1)N1C(=CC=C1C)C)C(=O)OC Methyl (1R,4S)-1-((benzyloxy)methyl)-4-(2,5-dimethyl-1H-pyrrol-1-yl)cyclopent-2-ene-1-carboxylate